tert-butyl (4-(2-fluoro-6-(4,4,5,5-tetramethyl-1,3,2-dioxaborolan-2-yl)pyridin-4-yl)butyl)carbamate FC1=NC(=CC(=C1)CCCCNC(OC(C)(C)C)=O)B1OC(C(O1)(C)C)(C)C